2-(4-fluorophenyl)acetophenone FC1=CC=C(C=C1)CC(=O)C1=CC=CC=C1